(2,6-difluoro-phenyl)bis-(perfluoro-phenyl)borane FC1=C(C(=CC=C1)F)B(C1=C(C(=C(C(=C1F)F)F)F)F)C1=C(C(=C(C(=C1F)F)F)F)F